BrC1=C(N(N=C1)C)OCCN(C(OC(C)(C)C)=O)C tert-butyl N-[2-(4-bromo-2-methyl-pyrazol-3-yl)oxyethyl]-N-methyl-carbamate